NC1=CC=CC(=N1)S(=O)(=O)NC(=O)C=1C(=NC(=CC1)C1=CC=C2C=CN(C2=C1)C)OC1=C(C=C(C=C1C)C)C N-[(6-Amino-2-pyridyl)sulfonyl]-6-(1-methylindol-6-yl)-2-(2,4,6-trimethylphenoxy)pyridin-3-carboxamid